NCC1(C2CCN(CC12)C1=C(N=C2C(=N1)NN=C2C2=C(C(=CC=C2)Cl)Cl)CO)C2=CC(=CC=C2)F (6-(7-(aminomethyl)-7-(3-fluorophenyl)-3-azabicyclo[4.1.0]heptan-3-yl)-3-(2,3-dichlorophenyl)-1H-pyrazolo[3,4-b]pyrazin-5-yl)methanol